3-octyl-5-vinyl-1,2,4-oxadiazole C(CCCCCCC)C1=NOC(=N1)C=C